ClC=1C=C2C(=NC1)NC=C2C(=O)C=2C(=C(C=CC2F)NS(=O)(=O)CCC)F N-(3-(5-chloro-1H-pyrrolo[2,3-b]pyridine-3-carbonyl)-2,4-difluorophenyl)-propane-1-sulfonamide